FC=1C=C(CNC(=O)C23CC4(CC(CC(C2)C4)C3)C3=CC=C(C=C3)Cl)C=C(C1F)F 3-(4-Chloro-phenyl)-adamantane-1-carboxylic acid 3,4,5-trifluoro-benzylamide